5-(3,5-Dibromo-4-hydroxybenzyl)-1-(4-methoxyphenyl)pyrimidine-2,4,6(1H,3H,5H)-trione BrC=1C=C(CC2C(NC(N(C2=O)C2=CC=C(C=C2)OC)=O)=O)C=C(C1O)Br